N1=CC=NC2=C(C=CC=C12)COCC(=O)N1C[C@H]2CC[C@@H](C1)N2C2=NC=C(C#N)C=C2 6-((1R,5S)-3-(2-(quinoxalin-5-ylmethoxy)acetyl)-3,8-diazabicyclo[3.2.1]octan-8-yl)nicotinonitrile